1-(7-chloro-8-fluoro-5-methoxy-2-(methylthio)pyrido[4,3-d]pyrimidin-4-yl)-N-methylpiperidin-3-amine ClC1=C(C=2N=C(N=C(C2C(=N1)OC)N1CC(CCC1)NC)SC)F